C1(CC1)NC(=O)C1=C(C=C(C=C1OC)C1=CN=C2N1C=CC(=C2)C2CN(CCC2)C(=O)OC(C)(C)C)OC(F)F tert-butyl 3-[3-[4-(cyclopropyl-carbamoyl)-3-(difluoromethoxy)-5-methoxy-phenyl]imidazo[1,2-a]pyridin-7-yl]piperidine-1-carboxylate